CSCC1=C(SC=C1)C(=O)O ((methylthio)methyl)thiophene-2-carboxylic acid